(2R,3R,3aS,6S,6aR)-6-[(2-amino-3,6-difluoroquinolin-7-yl)methyl]-2-(4-amino-7H-pyrrolo[2,3-d]pyrimidin-7-yl)hexahydro-3aH-cyclopenta[b]furan-3,3a-diol NC1=NC2=CC(=C(C=C2C=C1F)F)C[C@@H]1CC[C@]2([C@@H]1O[C@H]([C@@H]2O)N2C=CC1=C2N=CN=C1N)O